1-phenyl-3,5-hexadiene C1(=CC=CC=C1)CCC=CC=C